(R)-4-(2,6-Dimethoxyphenyl)-5-(6-ethoxypyridin-2-yl)-N-((1,2,3,4-tetrahydronaphthalen-2-yl)sulfonyl)-4H-1,2,4-triazole-3-carboxamide COC1=C(C(=CC=C1)OC)N1C(=NN=C1C1=NC(=CC=C1)OCC)C(=O)NS(=O)(=O)[C@H]1CC2=CC=CC=C2CC1